C1(CC1)C1=NNC(=N1)C1CC2(CN(C2)C(=O)N2CC(C2)C23CC(C2)(C3)C3=C(C#N)C=C(C=C3)F)C1 2-[3-[1-[6-(3-cyclopropyl-1H-1,2,4-triazol-5-yl)-2-azaspiro[3.3]heptane-2-carbonyl]azetidin-3-yl]-1-bicyclo[1.1.1]pentanyl]-5-fluoro-benzonitrile